5-Carbamoylpyridin-3-yl 2-(3,4-dichlorobenzyl)-2,8-diazaspiro[4.5]decane-8-carboxylate ClC=1C=C(CN2CC3(CC2)CCN(CC3)C(=O)OC=3C=NC=C(C3)C(N)=O)C=CC1Cl